1,7,7-trimethyl-bicyclo[2.2.1]heptane CC12CCC(CC1)C2(C)C